1-ethyl-N-(4-((5,6,7,8-tetrahydroisoquinolin-5-yl)amino)phenethyl)-1H-pyrrolo[2,3-b]pyridine-5-carboxamide C(C)N1C=CC=2C1=NC=C(C2)C(=O)NCCC2=CC=C(C=C2)NC2C=1C=CN=CC1CCC2